NC1=C(C=C(C(=N1)N[C@@H](CO)C)Br)[N+](=O)[O-] (R)-2-((6-amino-3-bromo-5-nitropyridin-2-yl)amino)propan-1-ol